C(C)(C)(C)OC(=O)N(C1=CC=C(C=N1)C1=CC=C(C=C1)C1=CC=2C(=C(N=CC2)OC)N1C(=O)OC(C)(C)C)C tert-Butyl 2-(4-(6-(tert-butoxycarbonyl(methyl)amino)pyridin-3-yl)phenyl)-7-methoxy-1H-pyrrolo[2,3-c]pyridine-1-carboxylate